FC(S(=O)(=O)NC1=CC=C(C=C1)C1CCN(CC1)[C@H]1C(N(CC1)CC1=CC=C(C=C1)C)=O)(F)F (R)-1,1,1-trifluoro-N-(4-(1-(1-(4-methylbenzyl)-2-oxopyrrolidin-3-yl)piperidin-4-yl)phenyl)methanesulfonamide